7-amino-2-methyl-4-(tetrahydrofuran-3-yl)-3,4-dihydro-2H-benzo[b][1,4]oxazine-6-carboxylic acid methyl ester COC(=O)C1=CC2=C(OC(CN2C2COCC2)C)C=C1N